N-[(1'S,9S*,15R)-9-methylspiro[8-oxa-13,22-diazatetracyclo[15.3.1.110,14.02,7]docosa-1(21),2,4,6,10,12,14(22),17,19-nonaene-15,3'-cyclopentane]-1'-yl]methanesulfonamide C[C@@H]1OC2=CC=CC=C2C=2C=CC=C(C[C@]3(C[C@H](CC3)NS(=O)(=O)C)C=3N=CC=C1N3)C2 |o1:1|